N[C@@H](C(=O)NC1=NC(=CC=C1)OC1=CC(=CC(=C1)OC)C)CC (2R)-2-amino-N-[6-(5-methoxy-3-methyl-phenoxy)-2-pyridyl]butanamide